3-bromo-2-Fluoro-5-nitro-benzonitrile BrC=1C(=C(C#N)C=C(C1)[N+](=O)[O-])F